6,6'-dihydroxy-3,3,3',3'-tetramethyl-1,1'-spirobiindan OC1=CC=C2C(CC3(C2=C1)CC(C1=CC=C(C=C13)O)(C)C)(C)C